tert-butyl {2-[(2R,3R)-3-[(tert-butoxycarbonyl)amino]-2-({2-chloro-4-[(2,4-dimethoxybenzyl)(1,3-thiazol-2-yl)sulfamoyl]-5-fluorophenoxy}methyl)butyl]-4-methylbenzyl}carbamate C(C)(C)(C)OC(=O)N[C@@H]([C@@H](CC1=C(CNC(OC(C)(C)C)=O)C=CC(=C1)C)COC1=C(C=C(C(=C1)F)S(N(C=1SC=CN1)CC1=C(C=C(C=C1)OC)OC)(=O)=O)Cl)C